3-(((8R,9R,10R)-6-((4-methoxyphenyl)carbamoyl)-9-(4-(phenylethynyl)phenyl)-1,6-diazabicyclo[6.2.0]decan-10-yl)methoxy)propanoic acid COC1=CC=C(C=C1)NC(=O)N1CCCCN2[C@H]([C@@H]([C@@H]2C1)C1=CC=C(C=C1)C#CC1=CC=CC=C1)COCCC(=O)O